C(C)(=O)C=1SC=CC1C=1C=C2CCC(C(C2=CC1)NC(O[C@@H]1CN2CCC1CC2)=O)(C)C (S)-quinuclidin-3-yl (6-(2-acetylthiophen-3-yl)-2,2-dimethyl-1,2,3,4-tetrahydronaphthalen-1-yl)carbamate